methyl-(trifluoroacetoxy)silane C[SiH2]OC(C(F)(F)F)=O